4-((2-methoxyethyl)(4-(5,6,7,8-tetrahydro-1,8-naphthyridin-2-yl)butyl)amino)-2-((6-methyl-2-(trifluoromethyl)pyrimidin-4-yl)amino)butanoic acid COCCN(CCC(C(=O)O)NC1=NC(=NC(=C1)C)C(F)(F)F)CCCCC1=NC=2NCCCC2C=C1